1-chloro-N,N,2-trimethylpropen-1-amine ClC(=C(C)C)N(C)C